FC1=C(C(=C(C=C1C1=NN(C2=NC(=NC=C21)N2[C@@H](CN(CC2)S(=O)(=O)C)CC(C)(C)C)C)C(F)(F)F)F)O (R)-2,6-Difluoro-3-(1-methyl-6-(4-(methylsulfonyl)-2-neopentylpiperazin-1-yl)-1H-pyrazolo[3,4-d]pyrimidin-3-yl)-5-(trifluoromethyl)phenol